(3-(1H-1,2,4-triazol-1-yl)phenyl)methylamine N1(N=CN=C1)C=1C=C(C=CC1)CN